C(C)OC1=NC(=C(C(=N1)C=1OC=CC1)C#N)NCC1=CC(=CC=C1)C(F)(F)F 2-ethoxy-4-(2-furyl)-6-[[3-(trifluoromethyl)phenyl]methylamino]pyrimidine-5-carbonitrile